[K].N1(C)C(=O)NC=2N=CN(C)C2C1=O paraxanthine potassium salt